trimethylpentane-1,3-diol monoisobutyrate C(C(C)C)(=O)O.CC(CC(CCO)O)(C)C